2-chloro-5-[[5-(trifluoromethyl)-5-[3-(trifluoromethyl)phenyl]-4H-isoxazol-3-yl]amino]benzoic acid ClC1=C(C(=O)O)C=C(C=C1)NC1=NOC(C1)(C1=CC(=CC=C1)C(F)(F)F)C(F)(F)F